NCC1CCC(CC1)C(=O)N1[C@@H](C2=CC=CC=C2CC1)C(=O)NC1=CC=C(C(=O)O)C=C1 4-((S)-2-((1R,4R)-4-(aminomethyl)cyclohexane-1-carbonyl)-1,2,3,4-tetrahydroisoquinoline-1-carboxamido)benzoic acid